(diethoxymethyl)-2-((4-(pyridin-4-yl)piperazin-1-yl)methyl)-1H-indole-3-carbonitrile C(C)OC(OCC)N1C(=C(C2=CC=CC=C12)C#N)CN1CCN(CC1)C1=CC=NC=C1